Trans-3-((4-(3-((((R)-1-(2-chlorophenyl)ethoxy)carbonyl)amino)thiophen-2-yl)phenyl)carbamoyl)-2,2-difluorocyclopropane-1-carboxylic acid ClC1=C(C=CC=C1)[C@@H](C)OC(=O)NC1=C(SC=C1)C1=CC=C(C=C1)NC(=O)[C@@H]1C([C@H]1C(=O)O)(F)F